The molecule is dianion of UDP-alpha-D-xylose arising from deprotonation of both free diphosphate OH groups. It has a role as a human metabolite. It is a nucleotide-sugar oxoanion and an UDP-monosaccharide(2-). It is a conjugate base of an UDP-alpha-D-xylose. C1[C@H]([C@@H]([C@H]([C@H](O1)OP(=O)([O-])OP(=O)([O-])OC[C@@H]2[C@H]([C@H]([C@@H](O2)N3C=CC(=O)NC3=O)O)O)O)O)O